6-(7-bromo-4-methoxy-2-methylindol-5-yl)-2-(piperidin-4-yl)-1,7-naphthyridine BrC=1C=C(C(=C2C=C(NC12)C)OC)C=1C=C2C=CC(=NC2=CN1)C1CCNCC1